CN1N=CC(=C1C)C1C2=C(C[NH2+]C1)SC=C2 4-(1,5-dimethylpyrazol-4-yl)-4,5,6,7-tetrahydrothieno[2,3-c]pyridin-6-ium